3-methoxy-2-methylpyridin-4-ol COC=1C(=NC=CC1O)C